[N+](=O)([O-])C1=CC=C(C=C1)N1C=2C=CC=CC2CC2=CC=CC=C12 10-(4-nitrophenyl)acridine